(hydroxymethyl)piperidin OCN1CCCCC1